NC1=CC=C(C(=N1)C(=O)OC)C=1CCOCC1 methyl 6-amino-3-(3,6-dihydro-2H-pyran-4-yl)picolinate